ClC1=CC(=C(C=C1)NC1=C(C=NN1C)C=O)[N+](=O)[O-] 5-((4-Chloro-2-nitrophenyl)-amino)-1-methyl-1H-pyrazole-4-carbaldehyde